NCC1CC12CCN(CC2)C2=CC(N(C(=N2)C)C2=C(C(=CC=C2)Cl)Cl)=O 6-[1-(aminomethyl)-6-azaspiro[2.5]octan-6-yl]-3-(2,3-dichlorophenyl)-2-methyl-3,4-dihydropyrimidin-4-one